CC1=C2C=CC(=NC2=CC=C1C)NN 5,6-dimethylhydrazinoquinoline